C1(CC1)C1=NC=NC(=C1C1=NC=C2C(=N1)N(S(C21CCC1)(=O)=O)CC1=CC=C(C=C1)C=1N(C=C(N1)C(F)(F)F)C(C)C)OC 6'-(4-cyclopropyl-6-methoxypyrimidin-5-yl)-1'-(4-(1-isopropyl-4-(trifluoromethyl)-1H-imidazol-2-yl)benzyl)-1'H-spiro[cyclobutane-1,3'-isothiazolo[3,4-d]pyrimidine] 2',2'-dioxide